C1(=CC=CC=C1)C(CO)O phenyl-1,2-ethanediol